tert-Butyl 4-(5-Aminopyrazin-2-yl)piperazine-1-carboxylate NC=1N=CC(=NC1)N1CCN(CC1)C(=O)OC(C)(C)C